C(C)(=O)C1=C(C=NC=C1OC)OCC1(CN(C1)C(=O)OC(C)(C)C)F tert-butyl 3-{[(4-Acetyl-5-methoxypyridin-3-yl) oxy] methyl}-3-fluoroazetidine-1-carboxylate